6-chloro-5-(1,3-dioxolan-2-yl)-2-methylpyrimidine ClC1=C(C=NC(=N1)C)C1OCCO1